(S)-N-(4-(3-(pyridin-4-yl)phenyl)thiazol-2-yl)azetidine-2-carboxamide hydrochloride Cl.N1=CC=C(C=C1)C=1C=C(C=CC1)C=1N=C(SC1)NC(=O)[C@H]1NCC1